CN(C1=CC2=C(N=C(S2)C2=CC=C(C=C2)C=2C=CC(=NC2)NC(OC(C)(C)C)=O)C=C1)C tert-butyl N-[5-[4-[6-(dimethylamino)-1,3-benzothiazol-2-yl]phenyl]pyridin-2-yl]-carbamate